(3s,5r)-3-aminomethyl-7-cyclopropyl-5-methyl-heptanoic acid NC[C@H](CC(=O)O)C[C@@H](CCC1CC1)C